N-(4-ethylbenzyl)-1-(2-(p-tolyl)-2H-pyrazolo[3,4-d]pyrimidin-4-yl)piperidine-3-carboxamide C(C)C1=CC=C(CNC(=O)C2CN(CCC2)C=2C=3C(N=CN2)=NN(C3)C3=CC=C(C=C3)C)C=C1